1-(2-(3,8-diazabicyclo[3.2.1]octan-8-yl)-5,7-dihydro-6H-pyrrolo[3,4-b]pyridin-6-yl)-2-(1-methylcyclopentyl)ethan-1-one C12CNCC(CC1)N2C2=CC=C1C(=N2)CN(C1)C(CC1(CCCC1)C)=O